NC(C(=O)O)CC1=C(SC(=C1C)C)C 2-amino-3-(2,4,5-trimethylthiophen-3-yl)propanoic acid